5,5'-bis(3-mercaptopropyl)-2,2'-bis(3-mercaptopentoxy)biphenyl SCCCC=1C=CC(=C(C1)C1=C(C=CC(=C1)CCCS)OCCC(CC)S)OCCC(CC)S